ClC=1C(=NC(=NC1)NC1=C(C=C(C(=C1)[N+](=O)[O-])N1CCOCC1)OC)NC1=C(C=CC=C1)NS(=O)(=O)C N-(2-((5-chloro-2-((2-methoxy-4-morpholino-5-nitrophenyl)amino)pyrimidin-4-yl)amino)phenyl)methanesulfonamide